tert-Butyl 5-((2-chloro-3-cyano-5,6,7,8-tetrahydroquinolin-8-yl)oxy)-3-cyclopropyl-1H-indazole-1-carboxylate ClC1=NC=2C(CCCC2C=C1C#N)OC=1C=C2C(=NN(C2=CC1)C(=O)OC(C)(C)C)C1CC1